CN(C[C@H](C1=CC(=CC=C1)C(F)(F)F)NS(=O)(=O)C1=CC=C(C=C1)OC1=CC=C(C=C1)C(F)(F)F)C (S)-N-(2-(dimethylamino)-1-(3-(trifluoromethyl)phenyl)ethyl)-4-(4-(trifluoromethyl)phenoxy)benzenesulfonamide